C1=C(C=CC2=CC=C(C=C12)OCCOC1=C(C2=CC=CC=C2C=C1)C1=C(C=CC2=CC=CC=C12)OCCO)OCCOC1=C(C2=CC=CC=C2C=C1)C1=C(C=CC2=CC=CC=C12)OCCO 2,2'-[naphthalene-2,7-diylbis(oxyethane-2,1-diyloxy[1,1'-binaphthalene]-2',2-diyloxy)]di(ethan-1-ol)